NC1=C(C(N(C2=NC(=CC=C12)C(F)(F)F)C1=CC=C(C=C1)Cl)=O)N1C=CC=C1 4-amino-1-(4-chlorophenyl)-3-(1H-pyrrol-1-yl)-7-(trifluoromethyl)-1,8-naphthyridin-2(1H)-one